(3Z)-8,8-diheptyloxy-3-octen-1-ol C(CCCCCC)OC(CCC\C=C/CCO)OCCCCCCC